COC1=CC=C(CN2C(N(C(C=3C2=NN(C3)CC3=CC=C(C=C3)C3=NC=CC=C3)=O)C)=O)C=C1 7-(4-Methoxybenzyl)-5-methyl-2-(4-(pyridin-2-yl)benzyl)-2H-pyrazolo[3,4-d]pyrimidine-4,6(5H,7H)-dione